FC1(CCN(CCC1)C1=NC2=CC=CC=C2C=C1C(=O)NC=1C=CC2=C(C(=NO2)NC(OC(C)(C)C)=O)C1)F tert-butyl (5-(2-(4,4-difluoroazepan-1-yl)quinoline-3-carboxamido)benzo[d]isoxazol-3-yl)carbamate